CC1(CCOC2=CC=C(C=C12)C1CN(C1)C(=O)N1C[C@@H]2[C@@H](OCC(N2)=O)CC1)C (4aR,8aS)-6-(3-(4,4-dimethylchroman-6-yl)azetidine-1-carbonyl)hexahydro-2H-pyrido[4,3-b][1,4]oxazin-3(4H)-one